(2R,5R)-3-(3-Amino-5-fluorophenethyl)-2-(1-(4-bromophenyl)-3-(4-fluorophenyl)-1H-pyrazol-4-yl)-5-methyloxazolidine NC=1C=C(CCN2[C@H](O[C@@H](C2)C)C=2C(=NN(C2)C2=CC=C(C=C2)Br)C2=CC=C(C=C2)F)C=C(C1)F